dihexyl (2R,3S)-bicyclo[2.2.1]hept-5-ene-2,3-dicarboxylate C12[C@H]([C@H](C(C=C1)C2)C(=O)OCCCCCC)C(=O)OCCCCCC